FC(CN1[C@@H](C=2NC3=CC=CC=C3C2C[C@H]1C)C=1SC(=CC1)O[C@H]1CN(CC1)CCF)(C)C (1S,3R)-2-(2-Fluoro-2-methylpropyl)-1-(5-(((R)-1-(2-fluoroethyl)pyrrolidin-3-yl)oxy)thiophen-2-yl)-3-methyl-2,3,4,9-tetrahydro-1H-pyrido[3,4-b]indole